BrC1=C2C(CCOC2=CC(=C1)Cl)C1CC(N(C1)C(=O)OC(C)(C)C)(C)CO tert-butyl 4-(5-bromo-7-chlorochroman-4-yl)-2-(hydroxymethyl)-2-methylpyrrolidine-1-carboxylate